4-(4-(cyclopentylamino)-2-methylphenoxy)-N-(2-methoxyethyl)-2-methylbenzamide C1(CCCC1)NC1=CC(=C(OC2=CC(=C(C(=O)NCCOC)C=C2)C)C=C1)C